ClC1=C(C(=CC(=C1)N1CC2=CC=CC=C2CC1)OC(F)(F)F)NC(CC(C)(C)C)=O N-[2-chloro-4-(3,4-dihydro-1H-isoquinolin-2-yl)-6-trifluoromethoxy-phenyl]-3,3-dimethylbutanamide